S(=O)(=O)([O-])[O-].[Ca+2] monocalcium sulfate